4-(tert-butoxycarbonylamino)-3-methyl-benzoic acid C(C)(C)(C)OC(=O)NC1=C(C=C(C(=O)O)C=C1)C